4-chloro-2-(trifluoromethyl)-6-(3,3,3-trifluoroprop-1-en-2-yl)pyridine ClC1=CC(=NC(=C1)C(=C)C(F)(F)F)C(F)(F)F